1,5,8,12-tetrakis[2,4-bis(N-butyl-N-(1,2,2,6,6-pentamethyl-4-piperidyl)amino)-s-triazine-6-yl]-1,5,8,12-tetraazadodecane C(CCC)N(C1CC(N(C(C1)(C)C)C)(C)C)C1=NC(=NC(=N1)N(CCCC)C1CC(N(C(C1)(C)C)C)(C)C)NCCCN(CCN(CCCNC1=NC(=NC(=N1)N(CCCC)C1CC(N(C(C1)(C)C)C)(C)C)N(CCCC)C1CC(N(C(C1)(C)C)C)(C)C)C1=NC(=NC(=N1)N(CCCC)C1CC(N(C(C1)(C)C)C)(C)C)N(CCCC)C1CC(N(C(C1)(C)C)C)(C)C)C1=NC(=NC(=N1)N(CCCC)C1CC(N(C(C1)(C)C)C)(C)C)N(CCCC)C1CC(N(C(C1)(C)C)C)(C)C